[Se].C1(CC1)NC(=O)C1=NC(=C(N=C1C)NCCN1CCCC1)C(C)C1=CC=C(C=C1)F N-cyclopropyl-6-(1-(4-fluorophenyl)ethyl)-3-methyl-5-((2-(pyrrolidin-1-yl)ethyl)amino)pyrazine-2-carboxamide selenium